2-bromoethanol-d4 BrC(C(O)([2H])[2H])([2H])[2H]